C(C)(C)(C)OC(=O)N1CC2C(C1)CC(C2)N2[C@H](CCC2)\C=C\S(NC(NC2=C1CCCC1=CC=1CCCC21)=O)(=O)=O tert-Butyl-5-((R)-2-((E)-2-(N-((1,2,3,5,6,7-hexahydro-s-indacen-4-yl)carbamoyl)sulfamoyl)vinyl)pyrrolidin-1-yl)hexahydrocyclopenta[c]pyrrol-2(1H)-carboxylat